C(C)[C@H]1OC2=CC=C3C=NNC3=C2CN(C1)C(=O)OC(C)(C)C tert-butyl (R)-7-ethyl-1,7,8,10-tetrahydro-9H-[1,4]oxazepino[7,6-g]indazole-9-carboxylate